C(#N)C=1C=C(SC1)[C@H](N[S@@](=O)C(C)(C)C)C1CC1 (S)-N-((R)-(4-cyanothiophen-2-yl)(cyclopropyl)methyl)-2-methylpropan-2-sulfinamide